3-(3-(4-chlorophenyl)-1H-pyrrolo[2,3-b]pyridin-5-yl)benzamide ClC1=CC=C(C=C1)C1=CNC2=NC=C(C=C21)C=2C=C(C(=O)N)C=CC2